7-chloro-1H-indazol ClC=1C=CC=C2C=NNC12